N-(4-(4-(3-Chloro-5-ethyl-2-methoxyphenyl)piperazin-1-yl)-3-hydroxybutyl)benzo[d][1,3]dioxole-5-carboxamide ClC=1C(=C(C=C(C1)CC)N1CCN(CC1)CC(CCNC(=O)C1=CC2=C(OCO2)C=C1)O)OC